tert-Butyl 6-amino-7-(4-(trifluoromethyl)phenyl)-3,4-dihydroisoquinoline-2(1H)-carboxylate NC=1C=C2CCN(CC2=CC1C1=CC=C(C=C1)C(F)(F)F)C(=O)OC(C)(C)C